CN(CCC1=CNC=2C(=C(C=C(C12)O)F)C)C 3-[2-(dimethylamino)ethyl]-6-fluoro-7-methylindol-4-ol